(S)-N-(4-((4-Fluorobenzyl)Oxy)Benzyl)Pyrrolidine-2-Carboxamide Hydrochloride Cl.FC1=CC=C(COC2=CC=C(CNC(=O)[C@H]3NCCC3)C=C2)C=C1